3-[5-[(3-amino-1,1,1-trifluoropropan-2-yl)oxy]-6-methylpyrazin-2-yl]-1H-indole-7-carbonitrile NCC(C(F)(F)F)OC=1N=CC(=NC1C)C1=CNC2=C(C=CC=C12)C#N